ClC1=C(C=C(OC[C@H](C)NS(=O)(=O)C(F)(F)F)C=C1)C#N N-[(1S)-2-(4-chloro-3-cyano-phenoxy)-1-methyl-ethyl]-1,1,1-trifluoro-methanesulfonamide